7-(2-chloro-5-fluoropyrimidin-4-yl)-N,N-dimethylquinoxalin-2-amine ClC1=NC=C(C(=N1)C1=CC=C2N=CC(=NC2=C1)N(C)C)F